N-(5-((2,6-dioxopiperidin-3-yl)amino)-2,3-difluorophenyl)acetamide O=C1NC(CCC1NC=1C=C(C(=C(C1)NC(C)=O)F)F)=O